5-(benzyloxy)-2-formylphenyl trifluoromethanesulfonate FC(S(=O)(=O)OC1=C(C=CC(=C1)OCC1=CC=CC=C1)C=O)(F)F